C(CCC\C=C/C\C=C/C\C=C/C\C=C/CCCCC)O[C@H](CO)COP(=O)(O)OCC[N+](C)(C)C 2-arachidonyl-sn-glycero-3-phosphorylcholine